(Z)-1-(((1r,4r)-4-aminocyclohexyl)methyl)-3-((3,5-dimethyl-1H-pyrrol-2-yl)methylene)-5-fluoro-2-oxo-N-(prop-2-yn-1-yl)indole-6-carboxamide trifluoroacetate salt FC(C(=O)O)(F)F.NC1CCC(CC1)CN1C(\C(\C2=CC(=C(C=C12)C(=O)NCC#C)F)=C/C=1NC(=CC1C)C)=O